N-(3-(3-(2,6-dioxo-piperidin-3-yl)-1H-indazol-5-yl)prop-2-yn-1-yl)-5-(8-(7-isopropyl-1,3-dimethyl-2-oxo-2,3-dihydro-1H-benzo[d]imidazol-5-yl)isoquinolin-3-yl)picolinamide O=C1NC(CCC1C1=NNC2=CC=C(C=C12)C#CCNC(C1=NC=C(C=C1)C=1N=CC2=C(C=CC=C2C1)C1=CC2=C(N(C(N2C)=O)C)C(=C1)C(C)C)=O)=O